dimethyl 3-cyano-4,5-dimethylpyridine-2,6-dicarboxylate C(#N)C=1C(=NC(=C(C1C)C)C(=O)OC)C(=O)OC